(R)-2-methylene-4-oxo-4-(1-(4-(trifluoromethyl)phenyl)ethoxy)butanoic acid C=C(C(=O)O)CC(O[C@H](C)C1=CC=C(C=C1)C(F)(F)F)=O